(R)-(3-fluoropyridin-2-yl)(tetrahydro-2H-pyran-4-yl)methane FC=1C(=NC=CC1)CC1CCOCC1